manganese silicon telluride [Si]=[Te].[Mn]